N-methyl-4-(5-(6-(1-methyl-1H-pyrazol-4-yl)pyrazolo[1,5-a]pyridin-4-yl)pyridin-2-yl)-N-phenylpiperazine-1-carboxamide CN(C(=O)N1CCN(CC1)C1=NC=C(C=C1)C=1C=2N(C=C(C1)C=1C=NN(C1)C)N=CC2)C2=CC=CC=C2